5-[2-(6-methyl-pyridin-2-yl)-6,7-dihydro-5H-imidazo[1,2-a]imidazol-3-yl]-benzoxazole CC1=CC=CC(=N1)C=1N=C2N(C1C=1C=CC3=C(N=CO3)C1)CCN2